C1(CC1)C1=C(C(=NO1)C1=C(C=NC=C1Cl)Cl)COC12CCC(CC1)(CC2)COC=2C=C1C(=CC=NC1=CC2)OCC(C)C 6-((4-((5-Cyclopropyl-3-(3,5-dichloropyridin-4-yl)isoxazol-4-yl)methoxy)bicyclo[2.2.2]octan-1-yl)methoxy)-4-isobutoxychinolin